5-[2-(trimethylsilyl)ethynyl]-3H-1,3-benzodiazole C[Si](C#CC1=CC2=C(N=CN2)C=C1)(C)C